C1(=CC=CC=C1)C=1N=NNC1 4-phenyltriazol